O1CCC(CC1)CC1=C(C=CC=C1)N1CC(=CC=C1C(F)(F)F)C(=O)N (tetrahydro-2H-pyran-4-ylmethylphenyl)-6-(trifluoromethyl)-1,2-dihydropyridine-3-carboxamide